CC=1C=C(C=C(C1)C)C1=CC(=C(N=N1)NC1C[C@@H]2[C@@H](CN(C2)CC2=NC=CC=C2)C1)C(F)(F)F (3aR,5s,6aS)-N-(6-(3,5-dimethylphenyl)-4-(trifluoromethyl)pyridazin-3-yl)-2-(pyridin-2-ylmethyl)octahydro-cyclopenta[c]pyrrol-5-amine